NC1C\C(\C(/C(/C1)=C/C1=CC(=C(C=C1)OC)OC)=O)=C/C1=CC(=C(C=C1)OC)OC 4-amino-2,6-bis((E)-3,4-dimethoxybenzylidene)cyclohexan-1-one